BrC=1C=CC=C2C(=C(C(=NC12)C)C(=O)OCC)CCC(=O)OCC ethyl 8-bromo-4-(3-ethoxy-3-oxopropyl)-2-methylquinoline-3-carboxylate